1-(5-(2-(4-(1-carboxycyclopropyl)butyl)phenyl)pentyl)cyclopropane C(=O)(O)C1(CC1)CCCCC1=C(C=CC=C1)CCCCCC1CC1